4-(N-(3-(tert-butyl)-5-cyclopropylbenzyl)-2-(N-(2-(trifluoromethyl)benzyl)-(2,3,4,5,6-pentafluoro-phenyl)sulfonamido)acetamido)-5-(dimethylamino)-2-fluorobenzoic acid C(C)(C)(C)C=1C=C(CN(C(CN(S(=O)(=O)C2=C(C(=C(C(=C2F)F)F)F)F)CC2=C(C=CC=C2)C(F)(F)F)=O)C2=CC(=C(C(=O)O)C=C2N(C)C)F)C=C(C1)C1CC1